1,7-dioxaspiro(5.5)undecane O1CCCCC12OCCCC2